tert-butyl 7-(2-((4-cyano-3-fluorophenyl)(3-fluoro-4-methoxybenzyl)amino)ethyl)-6,8-dioxa-2-azaspiro[3.5]nonane-2-carboxylate C(#N)C1=C(C=C(C=C1)N(CCC1OCC2(CN(C2)C(=O)OC(C)(C)C)CO1)CC1=CC(=C(C=C1)OC)F)F